Bis[(3-ethyloxetan-3-yl)methyl]ether C(C)C1(COC1)COCC1(COC1)CC